Lithium anilinesulfonate N(C1=CC=CC=C1)S(=O)(=O)[O-].[Li+]